ClC=1C=C(OCC(=O)N)C=C(C1CC1=CC(=C(C=C1)O)C1=CC=NC=C1)Cl 2-(3,5-dichloro-4-(4-hydroxy-3-(pyridin-4-yl)benzyl)phenoxy)acetamide